Racemic-2-(2-((2S,4S)-2-(aminomethyl)-5-chloro-2-phenyl-2,3-dihydrobenzofuran-4-yl)-3-fluorophenoxy)ethan-1-amine NC[C@@]1(OC2=C(C1)C(=C(C=C2)Cl)C2=C(OCCN)C=CC=C2F)C2=CC=CC=C2 |r|